N[C@@H](CC(C)C)C(=O)OC(C=CC=CC1=CC=CC=C1)=O leucyl-styrene-acrylate